6-fluoro-8-(4-tert-butylphenyl)-3,4-dihydrobenzo[e][1,2,3]oxathiazine 2,2-dioxide FC=1C=C(C2=C(CNS(O2)(=O)=O)C1)C1=CC=C(C=C1)C(C)(C)C